N-quinolin-3-ylnonanamide N1=CC(=CC2=CC=CC=C12)NC(CCCCCCCC)=O